2,2-dimethylcyclohexan-1-amine CC1(C(CCCC1)N)C